(R)-7-bromo-5-(tert-butyl)-3-isopropyl-8-methoxy-2-methyl-2,3,4,5-tetrahydrobenzo[f][1,2,5]thiadiazepine 1,1-dioxide BrC=1C(=CC2=C(N(C[C@H](N(S2(=O)=O)C)C(C)C)C(C)(C)C)C1)OC